5-oxa-2,8-diazaspiro[3.5]nonan-7-one C1NCC12OCC(NC2)=O